(E)-6-((6-chloro-2-methyl-2H-indazol-5-yl)imino)-3-((1-((E)-3-(3,4-difluorophenyl)acryloyl)-1H-1,2,3-triazol-5-yl)methyl)-1-(2,4,5-trifluorobenzyl)-1,3,5-triazine-2,4-dione ClC=1C(=CC2=CN(N=C2C1)C)\N=C\1/NC(N(C(N1CC1=C(C=C(C(=C1)F)F)F)=O)CC1=CN=NN1C(\C=C\C1=CC(=C(C=C1)F)F)=O)=O